FC1=C(C=CC=C1F)N1N=C(N=C1[C@H](C)O)CN1C(N(C=C1)C[C@@H](C(F)(F)F)O)=O ((1-(2,3-difluorophenyl)-5-((S)-1-hydroxyethyl)-1H-1,2,4-triazol-3-yl)methyl)-3-((S)-3,3,3-trifluoro-2-hydroxypropyl)-1,3-dihydro-2H-imidazol-2-one